N-[3-(1H-benzo[d]imidazol-2-yl)phenyl]-4-(pyridazin-3-yl)aniline N1C(=NC2=C1C=CC=C2)C=2C=C(C=CC2)NC2=CC=C(C=C2)C=2N=NC=CC2